tert-butyl 7-amino-5-(3-(aminomethyl)phenyl)-3-((2-(2-ethoxy-2-oxoethyl)phenoxy)methyl)benzofuran-2-carboxylate NC1=CC(=CC=2C(=C(OC21)C(=O)OC(C)(C)C)COC2=C(C=CC=C2)CC(=O)OCC)C2=CC(=CC=C2)CN